(S)-N-(5-(difluoromethoxy)-1H-pyrazol-3-yl)-6-((1-methylpyrrolidin-3-yl)oxy)pyrazin-2-amine FC(OC1=CC(=NN1)NC1=NC(=CN=C1)O[C@@H]1CN(CC1)C)F